(4-((1-(5-amino-2-fluoro-3-(trifluoromethyl)phenyl)ethyl)amino)-6-methoxy-2-methylquinazolin-7-yl)(morpholino)methanone NC=1C=C(C(=C(C1)C(C)NC1=NC(=NC2=CC(=C(C=C12)OC)C(=O)N1CCOCC1)C)F)C(F)(F)F